3-(2-aminoethyl)propyldiethoxysilane ricinoleyl-dotriacontanoate C(CCCCCCC\C=C/C[C@H](O)CCCCCC)OC(CCCCCCCCCCCCCCCCCCCCCCCCCCCCCCC)=O.NCCCCC[SiH](OCC)OCC